C1(=CC=CC=C1)[Si](OCCOC)(OCCOC)OCCOC phenyltris(2-methoxyethoxy)silane